(S)-5-chloro-2-fluoro-4-((1-(3-fluorophenyl)ethyl)amino)-N-(thiazol-2-yl)benzenesulfonamide ClC=1C(=CC(=C(C1)S(=O)(=O)NC=1SC=CN1)F)N[C@@H](C)C1=CC(=CC=C1)F